COC(=O)C1=C(C2=C(OC(C(N2C)=O)(C)C)C(=C1)Br)Br 5,8-dibromo-2,2,4-trimethyl-3-oxo-3,4-dihydro-2H-benzo[b][1,4]Oxazine-6-carboxylic acid methyl ester